CN1N=CC2=CC(=CC=C12)C=1N=C2N(C(C1)=O)C=C(C=C2)N2CCNCC2 2-(1-methyl-1H-indazol-5-yl)-7-(piperazin-1-yl)-4H-pyrido[1,2-a]pyrimidin-4-one